1-benzyl 2-methyl trans-3-vinylpyrrolidine-1,2-dicarboxylate C(=C)[C@H]1[C@@H](N(CC1)C(=O)OCC1=CC=CC=C1)C(=O)OC